OC1=CC=C(C=C1)NC(COC1=C(C=CC=C1)C(F)(F)F)=O N-(4-hydroxyphenyl)-2-(2-(trifluoromethyl)phenoxy)acetamide